7-methyl-2-(2,2,2-trifluoroethoxy)chromone CC1=CC=C2C(C=C(OC2=C1)OCC(F)(F)F)=O